Methyl 2-(2-(Hydroxymethyl)-4-nitrothiazol-5-yl)benzoate OCC=1SC(=C(N1)[N+](=O)[O-])C1=C(C(=O)OC)C=CC=C1